C(CCCCCCC)C(CN1C2=CC=CC=C2OC=2C=CC=C(C12)C=C1C2=CC(=CC=C2C=2C=CC(=CC12)Br)Br)CCCCCCCCCC 9-(N-(2-octyl-dodecyl)phenoxazinylmethylene)-2,7-dibromofluorene